di-n-propyl-cyclohexane-1,2-dicarboxylic acid C(CC)C1(C(CCCC1)(C(=O)O)CCC)C(=O)O